ClC1=C(C=C2C=C(N=CC2=C1)NC(=O)[C@H]1[C@@H](C1)C=1OC=CC1)N1CCN(CC1)[C@@]1(COC[C@@H]1O)C (1R,2R)-N-[7-chloro-6-[4-((3R,4R)-4-hydroxy-3-methyl-tetrahydrofuran-3-yl)piperazin-1-yl]-3-isoquinolyl]-2-(2-furyl)cyclopropanecarboxamidE